P(=O)(O)(O)OC[C@@H]1[C@H](C[C@@H](O1)N1C(=O)NC(=O)C(=C1)F)O 5-Fluoro-2'-deoxyuridin-5'-monophosphat